C[N+](C)(C)CCOP(=O)(O)OCCCCCC(=O)O The molecule is a phosphocholine linked to 6-hydroxyhexanoic acid via a phosphodiester linkage. It is a conjugate acid of a 6-(O-phosphocholine)oxyhexanoic acid betaine and a 6-(O-phosphocholine)oxyhexanoate.